1-(2-((2-(1-(cyclopropylsulfonyl)-1H-pyrazol-4-yl)pyrimidin-4-yl)amino)-5-((1-(tetrahydro-2H-pyran-4-yl)-1H-pyrazol-4-yl)ethynyl)pyridin-4-yl)piperidin-4-one C1(CC1)S(=O)(=O)N1N=CC(=C1)C1=NC=CC(=N1)NC1=NC=C(C(=C1)N1CCC(CC1)=O)C#CC=1C=NN(C1)C1CCOCC1